N1(CCNCC1)C(=O)OC(C(F)(F)F)C(F)(F)F 1,1,1,3,3,3-hexafluoropropan-2-yl piperazine-1-carboxylate